6-(trifluoromethoxy)pyridin-3-yl (3'R)-5',5'-difluoro-2-methyl-6-oxo[1,3'-bipiperidine]-1'-carboxylate FC1(C[C@H](CN(C1)C(=O)OC=1C=NC(=CC1)OC(F)(F)F)N1C(CCCC1=O)C)F